(3s,4r)-3-((4-methoxybenzyl)oxy)tetrahydro-2H-pyran-4-ol COC1=CC=C(CO[C@H]2COCC[C@H]2O)C=C1